(1S,2S,5R)-N-((2RS)-(2-aminoacetamido)-2-phenylethyl)-1-hydroxy-2-isopropyl-5-methylcyclohexane-1-carboxamide NCC(=O)N[C@@H](CNC(=O)[C@]1([C@@H](CC[C@H](C1)C)C(C)C)O)C1=CC=CC=C1 |&1:5|